(4-((2-ethyl-8-fluoro-3-oxo-3,4-dihydroquinoxalin-6-yl)methyl)piperazin-1-yl)-6-methyl-N-(oxetan-3-ylmethyl)pyridinecarboxamide C(C)C1=NC2=C(C=C(C=C2NC1=O)CN1CCN(CC1)C=1C(=NC(=CC1)C)C(=O)NCC1COC1)F